(R)-2-amino-3-phenylpropionamide (1R,3R)-2,2-dichloro-3-(4-fluoro-3-(trifluoromethyl)phenyl)cyclopropane-1-carboxylate ClC1([C@H]([C@@H]1C1=CC(=C(C=C1)F)C(F)(F)F)C(=O)O)Cl.N[C@@H](C(=O)N)CC1=CC=CC=C1